CC1=NN2C(N=C(C=C2C)C(=O)O)=C1 2,7-dimethylpyrazolo[1,5-a]pyrimidine-5-carboxylic acid